BrC1=NC=CN=C1F 2-bromo-3-fluoro-pyrazine